ClN(CC(=O)NC1(COCC1)C)C 2-[chloro(methyl)amino]-N-(3-methyloxolan-3-yl)acetamide